2-sulfoamino-1,6-anhydro-2-deoxy-beta-D-glucopyranose S(=O)(=O)(O)N[C@H]1[C@H]2O[C@@H]([C@H]([C@@H]1O)O)CO2